3-(4-hydroxyphenyl)butyric acid OC1=CC=C(C=C1)C(CC(=O)O)C